CC1=C2C=CC=C(C2=CC=C1)N 5-methylnaphthalen-1-amine